C(CC(C)C)[Si](OCCOCC)(OCCOCC)CCC(C)C diisopentyl-bis-(2-ethoxyethoxy)silane